C(C1=CC=CC=C1)OCN1C(N(N=C(C1=O)Br)CC(F)(F)F)=O ((benzyloxy)methyl)-6-bromo-2-(2,2,2-trifluoroethyl)-1,2,4-triazine-3,5(2H,4H)-dione